(R)-N-(5-((6-(3-(3-([1,2,4]triazolo-[1,5-a]pyridin-5-yl)-5-fluorophenyl)isoxazolidin-2-yl)pyrimidin-4-yl)-amino)-2-((2-(dimethylamino)-ethyl)(methyl)-amino)-4-methoxy-phenyl)acrylamide N=1C=NN2C1C=CC=C2C=2C=C(C=C(C2)F)[C@@H]2N(OCC2)C2=CC(=NC=N2)NC=2C(=CC(=C(C2)NC(C=C)=O)N(C)CCN(C)C)OC